5-(2-fluoro-6-methoxyphenyl)-1-((2-(trimethylsilyl)ethoxy)methyl)-1H-benzo(d)imidazole-6-carboxylic acid methyl ester COC(=O)C=1C(=CC2=C(N(C=N2)COCC[Si](C)(C)C)C1)C1=C(C=CC=C1OC)F